N-[2-[[2-phenyl-6-[4-(3-phenylpropyl)piperazine-1-carbonyl]-7H-pyrrolo[3,2-e]pyrimidin-4-yl]amino]ethyl]acetamide C1(=CC=CC=C1)C1=NC2=C(C(=N1)NCCNC(C)=O)C=C(N2)C(=O)N2CCN(CC2)CCCC2=CC=CC=C2